N-{1-[5-(trifluoromethyl)pyridin-3-yl]-1H-indazol-4-yl}benzamide FC(C=1C=C(C=NC1)N1N=CC2=C(C=CC=C12)NC(C1=CC=CC=C1)=O)(F)F